7-bromo-3-ethylimidazo[1,2-a]pyridine-2-carboxylic acid BrC1=CC=2N(C=C1)C(=C(N2)C(=O)O)CC